trifluoroacetophenone nitrogen [N].FC(C(=O)C1=CC=CC=C1)(F)F